4-fluoro-2-(5-(((1R,2R,3S,5S)-2-fluoro-8-azabicyclo[3.2.1]octan-3-yl)(methyl)amino)pyrazin-2-yl)-5-(1H-pyrazol-4-yl)phenol FC1=CC(=C(C=C1C=1C=NNC1)O)C1=NC=C(N=C1)N(C)[C@@H]1[C@@H]([C@H]2CC[C@@H](C1)N2)F